N[C@H]1C2N(CC1CC2)C(=O)C2=CC1=C(N(C(=N1)C1=CC=3C(=NC(=CC3)C=3C(=C(C=CC3)O)OC)N1CC1CC1)C)C(=C2)OC 3-(2-{5-[(7R)-7-amino-2-azabicyclo[2.2.1]heptane-2-carbonyl]-7-methoxy-1-methyl-1H-1,3-benzodiazol-2-yl}-1-(cyclopropylmethyl)-1H-pyrrolo[2,3-b]pyridin-6-yl)-2-methoxyphenol